[C@@H]1([C@@H](CCC1)C(=O)OCC)C(=O)OCC Diethyl Trans-Cyclopentane-1,2-Dicarboxylate